6-chloro-7-(2-(((3-chloropyridin-2-yl)oxy)methyl)azetidin-1-yl)-1-(6-(3-(dimethyl-amino)azetidin-1-yl)pyridin-3-yl)-4-oxo-1,4-dihydro-quinoline-3-carboxylic acid ClC=1C=C2C(C(=CN(C2=CC1N1C(CC1)COC1=NC=CC=C1Cl)C=1C=NC(=CC1)N1CC(C1)N(C)C)C(=O)O)=O